5-Amino-3-[2-[2-[[3-(2,4-dichlorophenyl)isoxazol-5-yl]amino]-2-oxo-ethyl]pyrimidin-5-yl]-1-isopropyl-pyrazole-4-carboxamide NC1=C(C(=NN1C(C)C)C=1C=NC(=NC1)CC(=O)NC1=CC(=NO1)C1=C(C=C(C=C1)Cl)Cl)C(=O)N